2'-Deoxy-guanosine [C@@H]1(C[C@H](O)[C@@H](CO)O1)N1C=NC=2C(=O)NC(N)=NC12